C(C)(C)(C)OC(=O)N[C@@H]1C[C@@H](C[C@H]1O)C(=O)OC methyl (1S,3R,4R)-3-[(tert-butoxycarbonyl)amino]-4-hydroxycyclopentane-1-carboxylate